FC([C@@H]1CN(CCC1)C1CC(C1)N1C(C(C2=CC=C(C=C12)C1=CC2=C(C(=N1)NC=1C=CC(=C(C(=O)NC)C1)C)N(C=N2)C(C)C)(C)C)=O)F 5-((6-(1-((1s,3s)-3-(3-(difluoromethyl)piperidin-1-yl)cyclobutyl)-3,3-dimethyl-2-oxoindolin-6-yl)-3-isopropyl-3H-imidazo[4,5-c]pyridin-4-yl)amino)-N,2-dimethylbenzamide